1-[3-[4-[4-(4-fluoro-2-methoxy-phenyl)-1-(1,2,3,4-tetrahydroisoquinolin-6-yl)-6,7-dihydro-5H-cyclopenta[c]pyridin-3-yl]pyrazol-1-yl]azetidin-1-yl]prop-2-en-1-one FC1=CC(=C(C=C1)C=1C2=C(C(=NC1C=1C=NN(C1)C1CN(C1)C(C=C)=O)C=1C=C3CCNCC3=CC1)CCC2)OC